C[NH+]1C(N(CC1)C)C(=O)[O-] 1,3-Dimethylimidazolinium-2-carboxylat